ClC=1C(=CC=2[C@@H]3[C@@H](N4C(C2C1)=CC(C(=C4)C(=O)O)=O)C(CC3)(C)C)OCCCOC (3aR,12bR)-10-chloro-11-(3-methoxypropoxy)-3,3-dimethyl-7-oxo-1,2,3,3a,7,12b-hexahydrocyclopenta[c]pyrido[2,1-a]isoquinoline-6-carboxylic acid